6-(4-Methoxyphenyl)-1-[2-oxo-2-(2-thienyl)ethyl]-3H-imidazo[4,5-b]pyridin COC1=CC=C(C=C1)C=1C=C2C(=NC1)NCN2CC(C=2SC=CC2)=O